IC1=NC=CC=C1OC 2-iodo-3-methoxy-pyridine